Br[C@H]1C(=CC[C@H]2[C@@H]1OC(OC2(C)C)(C)C)C (4aS,8S,8aS)-8-bromo-2,2,4,4,7-pentamethyl-4a,5,8,8a-tetrahydro-4H-benzo[d][1,3]dioxine